1-(4-(2-(2,6-dimethylpyridin-4-yl)-3-isopropyl-1H-indol-5-yl)piperidin-1-yl)-2-(neopentylamino)ethan-1-one CC1=NC(=CC(=C1)C=1NC2=CC=C(C=C2C1C(C)C)C1CCN(CC1)C(CNCC(C)(C)C)=O)C